((6-(4-oxo-3,4-dihydro-phthalazin-1-yl)-3,4-dihydro-isoquinolin-2(1H)-yl)sulfonyl)carbamic acid tert-butyl ester C(C)(C)(C)OC(NS(=O)(=O)N1CC2=CC=C(C=C2CC1)C1=NNC(C2=CC=CC=C12)=O)=O